COC(=O)N1CC2N(C(N(C(C2)=O)CCCCN2CCN(CC2)C2=NSC3=C2C=CC=C3)=O)CC1 7-[4-(4-Benzo[d]isothiazol-3-yl-piperazin-1-yl)-butyl]-6,8-dioxo-octahydro-pyrazino[1,2-c]pyrimidine-2-carboxylic acid methyl ester